ClC1=C(C=CC=C1C1=C(C(=NC=C1)C1=CC(=C(C=C1)CNC1CCC(CC1)OC)OC)Cl)C1=CC=C(C(=N1)OC)CNC1CCC(CC1)OC (1s,4s)-N-((6-(2-chloro-3-(3-chloro-2-(3-methoxy-4-((((1s,4r)-4-methoxycyclohexyl)amino)methyl)phenyl)pyridin-4-yl)phenyl)-2-methoxypyridin-3-yl)methyl)-4-methoxycyclohexan-1-amine